C(C)(C)(C)OC(NCCN1CCN(CC1)C=1C=C2CN(C(C2=CC1)=O)C1C(NC(CC1)=O)=O)=O tert-butyl(2-(4-(2-(2,6-dioxopiperidin-3-yl)-1-oxoisoindolin-5-yl)piperazin-1-yl)ethyl)carbamate